FC1(CCN(CC1)CC(=O)NC=1C=NC(=C(C1)NC1=NN(C2=NC(=NC=C21)NC=2C=NN(C2)C)C)C)F 2-(4,4-difluoropiperidin-1-yl)-N-(6-methyl-5-((1-methyl-6-((1-methyl-1H-pyrazol-4-yl)amino)-1H-pyrazolo[3,4-d]pyrimidin-3-yl)amino)pyridin-3-yl)acetamide